(2-Cyclopropyl-2-oxoethyl)(triphenyl)phosphonium bromide [Br-].C1(CC1)C(C[P+](C1=CC=CC=C1)(C1=CC=CC=C1)C1=CC=CC=C1)=O